2-((S)-3-methylmorpholin-4-yl)-8-[2-(tetrahydropyran-2-yl)-2H-pyrazol-3-yl]-[1,7]naphthyridin-4-ol C[C@@H]1N(CCOC1)C1=NC2=C(N=CC=C2C(=C1)O)C=1N(N=CC1)C1OCCCC1